SC=1NC2=C(N1)C=CC=C2 L-2-mercaptobenzimidazole